O1CCC(CC1)N1N=C(C=C1)B1OC(C(O1)(C)C)(C)C 1-(tetrahydro-2H-pyran-4-yl)-3-(4,4,5,5-tetra-methyl-1,3,2-dioxa-borolan-2-yl)-1H-pyrazole